C1(CC1)C1=NN=C(O1)C(=O)N1[C@@H](C2=C(CC1)NC=N2)C2=NN1C(C(=CC=C1)C1CC1)=C2 (S)-(5-cyclopropyl-1,3,4-oxadiazol-2-yl)(4-(4-cyclopropylpyrazolo[1,5-a]pyridin-2-yl)-1,4,6,7-tetrahydro-5H-imidazo[4,5-c]pyridin-5-yl)methanone